2-(4-aminopiperidin-1-yl)-4-(4-cyano-3-fluorophenyl)-5-(3-hydroxy-4-methoxyphenyl)-6-methylpyridine-3-carbonitrile NC1CCN(CC1)C1=NC(=C(C(=C1C#N)C1=CC(=C(C=C1)C#N)F)C1=CC(=C(C=C1)OC)O)C